4-(4-fluoro-3-(3-(pyridazin-3-ylamino)azetidine-1-carbonyl)benzyl)phthalazin-1(2H)-one FC1=C(C=C(CC2=NNC(C3=CC=CC=C23)=O)C=C1)C(=O)N1CC(C1)NC=1N=NC=CC1